COC1=CC=NC=2C(N(C(OC21)=S)C=2SC1=NC(=CC=C1N2)OC2=C(C=CC=C2)OC)=O 8-methoxy-3-(5-(2-methoxyphenoxy)thiazolo[5,4-b]pyridin-2-yl)-2-thioxo-2,3-dihydro-4H-pyrido[2,3-e][1,3]oxazin-4-one